Benzyl (R)-(3-(7-carbamoyl-2-(1-ethyl-3-methyl-1H-pyrazole-5-carboxamido)-3,4-dihydro-5-oxa-1,2a-diazaacenaphthylen-3-yl)propyl)carbamate C(N)(=O)C=1C=C2OC[C@H](N3C(=NC(C1)=C32)NC(=O)C3=CC(=NN3CC)C)CCCNC(OCC3=CC=CC=C3)=O